O=S1(CCC(CC1)NC=1N=CC2=C(N1)N(C(C(=C2)OC2=C(C=CC=C2)F)=O)C)=O 2-[(1,1-dioxo-tetrahydro-2H-thiopyran-4-yl)amino]-6-(2-fluorophenoxy)-8-methylpyrido[2,3-d]pyrimidin-7(8H)-one